Methyl 4-chloro-5-cyanonicotinate ClC1=C(C=NC=C1C(=O)OC)C#N